trans-N-[2-(4,6-dimethoxypyrimidin-5-yl)-1-methylpyrrolo[2,3-c]pyridin-5-yl]-2-formylcyclopropane-1-carboxamide COC1=NC=NC(=C1C1=CC=2C(=CN=C(C2)NC(=O)[C@H]2[C@@H](C2)C=O)N1C)OC